2'-[6-amino-5-(cyclohexylmethoxy)pyridin-3-yl]-N-ethyl-5',6'-dihydrospiro[pyrrolidine-3,4'-pyrrolo[1,2-b]pyrazole]-1-carboxamide NC1=C(C=C(C=N1)C=1C=C2N(N1)CCC21CN(CC1)C(=O)NCC)OCC1CCCCC1